(R)-4-(7-acryloyl-4-oxa-7-azaspiro[2.5]octan-5-yl)-6-chloro-N-methyl-[2,4'-bipyridine]-2'-carboxamide C(C=C)(=O)N1C[C@H](OC2(CC2)C1)C1=CC(=NC(=C1)Cl)C1=CC(=NC=C1)C(=O)NC